NC1=NC=2N(C(C=NC2C(=N1)C1=C(C#N)C(=CC=C1)C)=O)CCN1CCN(CC1)C1=C(C=CC=C1)F 2-(2-Amino-8-(2-(4-(2-fluorophenyl)piperazin-1-yl)ethyl)-7-oxo-7,8-dihydropteridin-4-yl)-6-methylbenzonitrile